Ethyl 6-oxo-1H-pyridine-3-carboxylate O=C1C=CC(=CN1)C(=O)OCC